C(C)OC(C(CCN1C2=CC=CC=C2C=2C=CC=CC12)(F)F)=O 4-(9H-carbazol-9-yl)-2,2-difluorobutanoic acid ethyl ester